4-NITROBENZAMIDE [N+](=O)([O-])C1=CC=C(C(=O)N)C=C1